FC(C(=O)O)(F)F.FC1=CC=C(C(=O)NCCC)C=C1 4-fluoro-N-propyl-benzamide trifluoroacetate salt